2-(2,6-difluorobenzamido)-3-(4-(3-(5,6,7,8-tetrahydro-1,8-naphthyridin-2-yl)propoxy)phenyl)propanoic acid FC1=C(C(=O)NC(C(=O)O)CC2=CC=C(C=C2)OCCCC2=NC=3NCCCC3C=C2)C(=CC=C1)F